FC(C(=O)O)(F)F.N1=C(C=CC=C1)C1=C(C=CC=C1)CN 1-[2-(pyridin-2-yl)phenyl]methylamine trifluoroacetate